The molecule is a straight-chain saturated fatty acid that is butane in which one of the terminal methyl groups has been oxidised to a carboxy group. It has a role as a Mycoplasma genitalium metabolite and a human urinary metabolite. It is a straight-chain saturated fatty acid and a fatty acid 4:0. It is a conjugate acid of a butyrate. CCCC(=O)O